C12(C(=O)CC(CC1)C2(C)C)CS(=O)(=O)O.N[C@@H](CCCCN)C(=O)O lysine, camphorsulfonate salt